C(CC)C1(O)[C@H](N)[C@@H](O)[C@H](O)[C@H](O1)CO propyl-D-glucosamine